butyl ketone C(CCC)C(=O)CCCC